CC(CCCCCC)N=C=O 2-Octyl isocyanate